C(C)(C)OC1=CC=2N(C=C1C(=O)NC1=NC(=CC=C1)C(F)(F)F)C=CN2 7-isopropoxy-N-(6-(trifluoromethyl)pyridin-2-yl)imidazo[1,2-a]pyridine-6-carboxamide